[Cl-].C(C)(C)(C)OCCCCCCC1=CC(C=2CCCCC12)[Zr+2]C1C=C(C=2CCCCC12)CCCCCCOC(C)(C)C.[Cl-] bis(3-(6-(t-butoxy)hexyl)-4,5,6,7-tetrahydro-1H-inden-1-yl)zirconium (IV) chloride